CN1N=CC(=C1)CN1CCC(CC1)OC1=C2C(=NC=C1)C=CS2 7-((1-((1-methyl-1H-pyrazol-4-yl)methyl)piperidin-4-yl)oxy)thieno[3,2-b]pyridine